2-(4-fluorophenyl)-2-(4-piperidinyl)acetamide FC1=CC=C(C=C1)C(C(=O)N)C1CCNCC1